2-(4-(4-((4-chloro-2-fluorobenzyl)oxy)pyrimidin-2-yl)phenyl)acetyl chloride ClC1=CC(=C(COC2=NC(=NC=C2)C2=CC=C(C=C2)CC(=O)Cl)C=C1)F